COC(C(C(=O)C=1C=NC=C(C1)F)C)=O 3-(5-fluoro-3-pyridinyl)-2-methyl-3-oxo-propionic acid methyl ester